CN(CCC[S@@](=O)(N)=NC(NC1=C2CCCC2=CC=2CCCC12)=O)C |r| racemic-3-(dimethylamino)-N'-((1,2,3,5,6,7-hexahydro-s-indacen-4-yl)carbamoyl)propane-1-sulfonimidamide